N1(C=CC=C1)C1=CC=C(C=N1)B(O)O 6-(PYRROL-1-YL)-3-PYRIDINYL-BORONIC ACID